C(C)(C)(C)C1N(CCC(C1)C1=CC(=C(C=C1)C1=CC(=NN1)NC1=NC=C(N=C1)C#N)OC)C(=O)O[C@H]1C[C@@H](O[C@@H]1COC(C1=CC=CC=C1)=O)N1C(=O)NC(=O)C(C)=C1 5'-O-benzoyl-thymidine tert-Butyl-4-[4-[3-[(5-cyanopyrazin-2-yl)amino]-1H-pyrazol-5-yl]-3-methoxy-phenyl]piperidine-1-carboxylate